CN1N=CC(=C1)C1=CC(=NC(=N1)N)N 6-(1-methyl-4-pyrazolyl)-2,4-diaminopyrimidine